OC(=O)C(F)(F)F.CC1=NOC(=C1)C=1CCNCC1 3-methyl-5-(1,2,3,6-tetrahydropyridin-4-yl)isoxazole TFA salt